FC(C)(F)C=1C=C(C=CC1)C=1C=C2C(=NC1)C=NN2CC=2C=NC=C(C2)C 6-[3-(1,1-Difluoroethyl)phenyl]-1-[(5-methyl-3-pyridyl)methyl]pyrazolo[4,3-b]pyridine